1-(2-(benzyloxy)ethyl)-5-bromo-4-methyl-1H-pyrrole-3-carboxylic acid ethyl ester C(C)OC(=O)C1=CN(C(=C1C)Br)CCOCC1=CC=CC=C1